((3ar,5r,6as)-octahydrocyclopenta[c]pyrrol-5-yl)benzamide hydrochloride Cl.C1NC[C@H]2[C@@H]1CC(C2)C2=C(C(=O)N)C=CC=C2